[(2R,4S,5R)-1-(2,4-dichlorophenyl)-5-hydroxy-2,6,6-trimethylheptan-4-yl]-2,4-dihydro-3H-1,2,4-triazole-3-thione ClC1=C(C=CC(=C1)Cl)C[C@H](C[C@@H]([C@@H](C(C)(C)C)O)N1N=CNC1=S)C